C(C)(=O)N1CCC(CC1)OC1=C(C=C(C=C1F)N1C(CCC1)C=1N=CSC1)F 4-(1-(4-((1-acetylpiperidin-4-yl)oxy)-3,5-difluorophenyl)pyrrolidin-2-yl)thiazol